N-[2-[4-(3,5-dimethyl-1H-pyrazol-4-yl)anilino]-1-[(1S)-5-fluorotetralin-1-yl]-2-oxo-ethyl]-2-methyl-pyrazole-3-carboxamide CC1=NNC(=C1C1=CC=C(NC(C([C@H]2CCCC3=C(C=CC=C23)F)NC(=O)C=2N(N=CC2)C)=O)C=C1)C